3,5-dichloro-N-methyl-N-isopropyl-2-methylaminobenzamide ClC=1C(=C(C(=O)N(C(C)C)C)C=C(C1)Cl)NC